5-((4-(3-Aminoazetidin-1-yl)-3-((methylsulfonyl)methyl)phenyl)amino)-7-(cyclopropylamino)pyrazolo[1,5-a]pyrimidine-3-carbonitrile NC1CN(C1)C1=C(C=C(C=C1)NC1=NC=2N(C(=C1)NC1CC1)N=CC2C#N)CS(=O)(=O)C